CON(C(=O)C1CCC1)C N-methoxy-N-methylcyclobutanecarboxamide